C1(CC1)C1=NC=C(C(=O)NC=2C=CC(=NC2)C=2N=NN(C2NC(O[C@H](C)C=2C(=NC=C(C2)F)F)=O)C)C=C1 (R)-1-(2,5-difluoropyridin-3-yl)ethyl (4-(5-(6-cyclopropyl nicotinamido)pyridin-2-yl)-1-methyl-1H-1,2,3-triazol-5-yl)carbamate